NC=1C(=NC(=CN1)Br)C(=O)NC=1C(=C(C=CC1)CNC(OC(C)(C)C)=O)O tert-butyl N-[[3-[(3-amino-6-bromo-pyrazine-2-carbonyl)amino]-2-hydroxy-phenyl]methyl]carbamate